4,5-DIFLUOROPYRIDINE-2-CARBALDEHYDE FC1=CC(=NC=C1F)C=O